ClC1=C(OC(C(=O)N[C@@H]2[C@H](CNCC2)F)C)C=CC=C1 2-(2-chlorophenoxy)-N-((3S,4S)-3-fluoropiperidin-4-yl)propanamide